C(C)(C)(C)OC(=O)N1[C@@H]([C@H](CC1)OC)COC=1C(=NC=NC1Cl)N (2R,3S)-2-(((4-amino-6-chloropyrimidin-5-yl)oxy)methyl)-3-methoxypyrrolidine-1-carboxylic acid tert-butyl ester